CC1=C(C=2N(C=C1C1=C(C=3C(=CN=C(C3)C3CCC(CC3)NC(C)C)N1)C(C)C)N=CN2)C 4-(2-(7,8-dimethyl-[1,2,4]triazolo[1,5-a]pyridin-6-yl)-3-isopropyl-1H-pyrrolo[2,3-c]pyridin-5-yl)-N-isopropylcyclohexan-1-amine